C(C1=CN=CC=C1)(=O)NCCC1=CC=C(C=C1)O N-Nicotinoyl-tyramine